3-(3-(diethylamino)propoxy)pentane-1,2,4,5-tetraol C(C)N(CCCOC(C(CO)O)C(CO)O)CC